1-(3-(2-(6-((7R)-7-Amino-2-azabicyclo[2.2.1]heptane-2-carbonyl)-3-methylpyrazolo[1,5-a]pyridin-2-yl)-1-(cyclopropylmethyl)-1H-indol-7-yl)azetidin-1-yl)ethan-1-one N[C@H]1C2N(CC1CC2)C(=O)C=2C=CC=1N(C2)N=C(C1C)C=1N(C2=C(C=CC=C2C1)C1CN(C1)C(C)=O)CC1CC1